6-chloro-4-cyclopropyl-3-(5-(4-methoxyphenyl)-1-propionyl-4,5-dihydro-1H-pyrazol-3-yl)quinolin-2(1H)-one ClC=1C=C2C(=C(C(NC2=CC1)=O)C1=NN(C(C1)C1=CC=C(C=C1)OC)C(CC)=O)C1CC1